Cl.Cl.N=1C=CN2C1C=CC(=C2)CN imidazo[1,2-a]pyridin-6-ylmethylamine dihydrochloride